(R)-8-(3-(5-(3-Hydroxy-1-methyl-2-oxopyrrolidin-3-yl)isoxazol-3-yl)phenyl)quinazolin-4(3H)-one O[C@@]1(C(N(CC1)C)=O)C1=CC(=NO1)C=1C=C(C=CC1)C=1C=CC=C2C(NC=NC12)=O